Thian fluorine [F].S1CCCCC1